C1(=CC=CC=C1)NC1=NC(=NC=C1C(=O)N)NC(CC)C1=CC=CC=C1 4-(phenylamino)-2-(1-phenylpropylamino)pyrimidine-5-carboxamide